O1C=NC(=C1)COC=1C=C(C=2CCCC2C1)C#N 6-(1,3-oxazol-4-ylmethoxy)-2,3-dihydro-1H-indene-4-carbonitrile